1-isopropyl-3-t-butylimidazolium C(C)(C)N1C=[N+](C=C1)C(C)(C)C